5-{3-[3-Bromo-5-methylsulfanyl-2-(2-pyridin-3-yl-ethoxy)-benzylamino]-propylamino}-4H-thieno[3,2-b]pyridine-7-one BrC=1C(=C(CNCCCNC2=CC(C3=C(N2)C=CS3)=O)C=C(C1)SC)OCCC=1C=NC=CC1